[Si]=O.[In].[Bi] bismuth indium silicon oxide